FN(SF)F trifluoro-sulfenamide